O(O)C(CC)O 1-hydroperoxypropanol